ethyl 2-(2-((7-(3-(aminomethyl)phenyl)benzofuran-5-yl)methoxy)-4-((isopropoxycarbonyl)amino)phenyl)acetate NCC=1C=C(C=CC1)C1=CC(=CC=2C=COC21)COC2=C(C=CC(=C2)NC(=O)OC(C)C)CC(=O)OCC